COC(=O)N1CC(C1)(C)CO.FC1=C(C(C(=O)N)=C(C=C1C(F)(F)F)[2H])[2H] 3-fluoro-4-(trifluoromethyl)benzamide-2,6-d2 methyl-3-(hydroxymethyl)-3-methylazetidine-1-carboxylate